7-bromo-5-(2,6-difluorophenyl)-1,3-dihydro-1,4-benzodiazepin-2-one BrC=1C=CC2=C(C(=NCC(N2)=O)C2=C(C=CC=C2F)F)C1